(±)-3-(1-Cyclopropyl-1-hydroxyethyl)-1-(3-iodo-4-methylphenyl)pyridin-2(1H)-one C1(CC1)[C@@](C)(O)C=1C(N(C=CC1)C1=CC(=C(C=C1)C)I)=O |r|